COC1=C(C=CC(=C1)OC)CNC1=NC=CC2=C1C(=NN2C2C=CCC(C2)C(=O)[O-])I 5-[4-[(2,4-dimethoxyphenyl)methylamino]-3-iodo-pyrazolo[4,3-c]pyridin-1-yl]cyclohex-3-ene-1-carboxylate